BrCC1=CC=C2N=C(C(NC2=C1F)=O)C 7-(bromomethyl)-8-fluoro-3-methylquinoxalin-2(1H)-one